methyl 4-((1-acetylpiperidin-4-yl)methoxy)-2-amino-6-fluorobenzoate C(C)(=O)N1CCC(CC1)COC1=CC(=C(C(=O)OC)C(=C1)F)N